C(C(O)CC(=O)[O-])(=O)[O-] E-malate